3-((3r,4r)-4-methyl-3-[methyl-(7H-pyrrolo[2,3-d]pyrimidin-4-yl)-amino]-piperidin-1-yl)-3-oxopropionitrile C[C@H]1[C@H](CN(CC1)C(CC#N)=O)N(C=1C2=C(N=CN1)NC=C2)C